1-(9-ethyl-2-(3-methoxy-4-phenyl-1H-pyrazol-1-yl)-6-morpholino-9H-purin-8-yl)ethane-1,2-diol C(C)N1C2=NC(=NC(=C2N=C1C(CO)O)N1CCOCC1)N1N=C(C(=C1)C1=CC=CC=C1)OC